ClC1=C(C(=O)N2COC3=C(C2)C=CC=C3C3=CC(=C(C(=O)O)C=C3F)N3C2COCC3CC2)C(=CC(=C1)N1CC2(C1)CC1(OCCCO1)C2)Cl 4-[3-[2,6-dichloro-4-(7,11-dioxa-2-azadispiro[3.1.56.14]dodecane-2-yl)benzoyl]-2,4-dihydro-1,3-benzoxazin-8-yl]-5-fluoro-2-(3-oxa-8-azabicyclo[3.2.1]octan-8-yl)benzoic acid